2-[5-amino-2-[4-(hydroxymethyl)cyclohexyl]indazol-6-yl]propan-2-ol NC1=CC2=CN(N=C2C=C1C(C)(C)O)C1CCC(CC1)CO